FC(COC1=C(C=CC=C1)C=1C(C(=CN(N1)C(F)F)C(=O)NC1=CC=C(C=C1)C(C)(C)O)=O)F 6-[2-(2,2-difluoroethoxy)phenyl]-2-(difluoromethyl)-N-[4-(2-hydroxypropan-2-yl)phenyl]-5-oxo-2,5-dihydropyridazine-4-carboxamide